5-{(3R)-1-[(R)-((S)-2,2-difluorocyclopropyl)(1H-1,2,4-triazol-5-yl)methyl]-5',6'-dihydrospiro[pyrrolidine-3,4'-pyrrolo[1,2-b]pyrazol]-2'-yl}-3-(trifluoromethyl)pyridin-2-amine FC1([C@@H](C1)[C@@H](N1C[C@]2(CCN3N=C(C=C32)C=3C=C(C(=NC3)N)C(F)(F)F)CC1)C1=NC=NN1)F